FC1=C(C=C(C=C1)F)C1=C(C(=NC=C1)N1CCOCC1)NC(C1=C(C=C(C=C1)C)OC)=O N-(4-(2,5-difluorophenyl)-2-morpholinopyridin-3-yl)-2-methoxy-4-methylbenzamide